CC1=CNC(C=2C=CC=NC12)=O 8-methyl-1,6-naphthyridin-5(6H)-one